4-(3,5-dimethoxy-4-(2-methoxyvinyl)phenyl)-2-methyl-2,7-naphthyridin-1(2H)-one COC=1C=C(C=C(C1C=COC)OC)C1=CN(C(C2=CN=CC=C12)=O)C